COC1=CC=C(CN2C(=C(C3=CC=C(C=C23)C(F)(F)F)CNCC2=CC(=CC=C2)OC)C(=O)O)C=C1 1-(4-methoxybenzyl)-3-(((3-methoxybenzyl)amino)methyl)-6-(trifluoromethyl)-1H-indole-2-carboxylic acid